FC(C(=O)[O-])(F)F.S(N)(=O)(=O)NCCC1C[NH2+]C1 3-(2-sulfamoylaminoethyl)azetidinium trifluoroacetate